tert-butyl 4-(2,3-diaminopyridin-4-yl)piperidine-1-carboxylate NC1=NC=CC(=C1N)C1CCN(CC1)C(=O)OC(C)(C)C